3-oxo-propyl-2,3-dihydrobenzofuran O=CCCC1OC2=C(C1)C=CC=C2